2-chloro-6-(3-cyclopropyloxy-1H-pyrazol-1-yl)pyridine-3-carboxylic acid tert-butyl ester C(C)(C)(C)OC(=O)C=1C(=NC(=CC1)N1N=C(C=C1)OC1CC1)Cl